C(\C=C\CCC)O trans-2-hexene-1-ol